tert-butyl 2-carbamothioyl-1,1-dioxo-1λ6-thiomorpholine-4-carboxylate C(N)(=S)C1CN(CCS1(=O)=O)C(=O)OC(C)(C)C